2,2,6,6-tetramethylpiperidin-4-yl dodecanate C(CCCCCCCCCCC)(=O)OC1CC(NC(C1)(C)C)(C)C